O1C=CC=C1C(=O)C(=O)C1=CC=CO1 α-furil